3-((2-((1-(4-acrylamidobenzyl)-1H-pyrazol-4-yl)amino)-5-chloropyrimidin-4-yl)amino)-1H-pyrazole-1-carboxylic acid tert-butyl ester C(C)(C)(C)OC(=O)N1N=C(C=C1)NC1=NC(=NC=C1Cl)NC=1C=NN(C1)CC1=CC=C(C=C1)NC(C=C)=O